ICC\C=C/CCCCCCCCCC(OCCC)OCCC (3Z)-1-iodo-14,14-dipropoxy-3-tetradecene